(4-((1-(3-amino-5-(trifluoromethyl)phenyl)ethyl)amino)-2-methyl-6-(methylamino)quinazolin-7-yl)(thiomorpholino)methanone NC=1C=C(C=C(C1)C(F)(F)F)C(C)NC1=NC(=NC2=CC(=C(C=C12)NC)C(=O)N1CCSCC1)C